2-methyl-4-(4-t-butylphenyl)indene CC=1CC2=CC=CC(=C2C1)C1=CC=C(C=C1)C(C)(C)C